11-(2-(diethylamino)ethyl)-5,17-dimethyl-7,15-dioxo-6,8,14,16-tetraoxa-11-azahenicosanedioate C(C)N(CCN(CCOC(OC(CCCC(=O)[O-])C)=O)CCOC(OC(CCCC(=O)[O-])C)=O)CC